COC1=C(C=CC=C1C1=NN(C=N1)C)NC1=NC(=NC=C1C(=O)O)NC=1C=NC=CC1 4-{[2-methoxy-3-(1-methyl-1H-1,2,4-triazol-3-yl)phenyl]amino}-2-(pyridin-3-ylamino)pyrimidine-5-carboxylic acid